COC=1C=C(CN2N=C3N([C@H](CCC3)C(=O)N3CCCC3)C2=O)C=CC1 |r| (5RS)-2-(3-Methoxybenzyl)-5-(pyrrolidin-1-ylcarbonyl)-5,6,7,8-tetrahydro[1,2,4]triazolo[4,3-a]pyridine-3(2H)-on